4-Chloro-8-iodo-2-(methylsulfanyl)pyrazolo[1,5-a][1,3,5]triazine ClC1=NC(=NC=2N1N=CC2I)SC